3-carbamoyl-4-fluorobenzyl-carbamic acid tert-butyl ester C(C)(C)(C)OC(NCC1=CC(=C(C=C1)F)C(N)=O)=O